[N+](=O)([O-])C1=CC=C(COC(=O)N2[C@@H](C[C@H](C2)S)C(=O)N2C[C@@H](CC2)NC(=O)OCC2=CC=C(C=C2)[N+](=O)[O-])C=C1 (2S,4R)-4-mercapto-2-((R)-3-((4-nitrobenzyloxy)carbonylamino)pyrrolidine-1-carbonyl)pyrrolidine-1-carboxylic acid 4-nitrobenzyl ester